C(C)(C)(C)OC(=O)N1C[C@H]([C@H](CC1)C1=CC=C(C=C1)C(=O)OC)F.ClC=1C=C(CN2C(C(C3=CC(=CC=C23)NC(=O)C2CC2)=O)=O)C=CC1Cl N-(1-(3,4-dichlorobenzyl)-2,3-diketoindol-5-yl)cyclopropanecarboxamide tert-butyl-(3S,4R)-3-fluoro-4-(4-(methoxycarbonyl)phenyl)piperidine-1-carboxylate